ethyl 3-(5-ethyl-4-methyl-1H-pyrazol-3-yl)-3-oxopropionate C(C)C1=C(C(=NN1)C(CC(=O)OCC)=O)C